BrC1=CC=C(C=C1)C=1C(=C(N(N1)C)N1C(C2=CC=C(C=C2CC1)OC(F)(F)F)=O)C 2-[5-(4-bromophenyl)-2,4-dimethyl-pyrazol-3-yl]-6-(trifluoromethoxy)-3,4-dihydroisoquinolin-1-one